CS(=O)(=O)N1C=CC2=CC=CC=C12 1-(methylsulfonyl)indole